2-(4-chlorophenyl)-N-ethyl-N-methyl-benzotriazol-5-amine ClC1=CC=C(C=C1)N1N=C2C(=N1)C=CC(=C2)N(C)CC